(5-((1-(tert-butyl)azetidin-3-yl)carbamoyl)-2-methylpyridin-3-yl)-2-(1-methyl-1H-indazol-4-yl)pyrazolo[5,1-b]thiazole-7-carboxamide C(C)(C)(C)N1CC(C1)NC(=O)C=1C=C(C(=NC1)C)C=1N2C(SC1C1=C3C=NN(C3=CC=C1)C)=C(C=N2)C(=O)N